BrC=1SC(=CC1O)Br (2,5-dibromothien-3-yl) alcohol